Bocamine diethyl-malonate C(C)C(C(=O)O)(C(=O)O)CC.C(=O)(OC(C)(C)C)N